(2S,3R)-N-(3-(5-fluoropyrimidin-2-yl)-4-methylphenyl)-2-methyl-4-(pyridin-2-yl)morpholine-3-carboxamide FC=1C=NC(=NC1)C=1C=C(C=CC1C)NC(=O)[C@@H]1N(CCO[C@H]1C)C1=NC=CC=C1